N,N-dimethyl-4-{2-[(piperidin-3-yl)amino]-5-(trifluoromethyl)pyrimidin-4-yl}-1H-pyrrole-2-carboxamide CN(C(=O)C=1NC=C(C1)C1=NC(=NC=C1C(F)(F)F)NC1CNCCC1)C